(S)-2-methyl-4-(6-((1-methyl-1H-indazole-6-yl)methoxy)pyridin-2-yl)piperazine-1-carboxylate C[C@@H]1N(CCN(C1)C1=NC(=CC=C1)OCC1=CC=C2C=NN(C2=C1)C)C(=O)[O-]